1-octyl-1-methylpiperidinium methanesulfonate CS(=O)(=O)[O-].C(CCCCCCC)[N+]1(CCCCC1)C